NC1=NC=C(C#N)C=C1CC 6-amino-5-ethylnicotinonitrile